CC1=NC(=NO1)C=1C=C(C(=O)NCCC(=O)OC)C=CC1 methyl 3-[[3-(5-methyl-1,2,4-oxadiazol-3-yl)benzoyl]amino]propanoate